C(#N)C=1C=C(C(=C2C=3CC4(CC4)CCC3NC12)C1=CCCN(C1)C(=O)OC(C)(C)C)F tert-butyl 5-(8-cyano-6-fluoro-1,2,4,9-tetrahydrospiro[carbazole-3,1'-cyclopropan]-5-yl)-3,6-dihydropyridine-1(2H)-carboxylate